NC=1C=C(CN[C@H]2[C@H](CCC2)O)C=C(C1N)C(F)(F)F (1s,2r)-2-((3,4-diamino-5-(trifluoromethyl)benzyl)amino)cyclopentane-1-ol